CC1=CC=CC(=N1)C1=C(N=CN1)C=1C=C2C=C(C=NC2=CC1)C=1C=C(SC1)C(=O)OCCC1CNC1 2-(azetidin-3-yl)ethyl 4-[6-[5-(6-methyl-2-pyridyl)-1H-imidazol-4-yl]-3-quinolyl]thiophene-2-carboxylate